C(C)(C)OC(NC1CCN(CC1)C=1SC(=CN1)C1=C(C=C(C=C1)NC(NCC1=CC=CC=C1)=O)S(NC(C)(C)C)(=O)=O)=O N-[1-[5-[4-(benzylcarbamoylamino)-2-(tert-butylsulfamoyl)phenyl]thiazol-2-yl]-4-piperidinyl]carbamic acid isopropyl ester